4-((8-methyl-2,3-dihydro-1H-pyrido[2,3-b][1,4]oxazin-7-yl)amino)-2-oxo-N-(4-(pyridin-3-yl)phenyl)-1,2-dihydropyridine-3-carboxamide CC1=C(C=NC=2OCCNC21)NC2=C(C(NC=C2)=O)C(=O)NC2=CC=C(C=C2)C=2C=NC=CC2